CC(C)OC(=O)\N=N\C(=O)OC(C)C (E)-N-{[(prop-2-yloxy)carbonyl]Imino}(propan-2-yloxy)carboxamide